(2R,4r,6S)-tert-Butyl 4-((4-(3-bromo-4,5,7,8-tetrahydro-1H-oxepino[4,5-c]pyrazol-1-yl)-1H-pyrazol-1-yl)methyl)-2,6-dimethylpiperidine-1-carboxylate BrC=1C2=C(N(N1)C=1C=NN(C1)CC1C[C@H](N([C@H](C1)C)C(=O)OC(C)(C)C)C)CCOCC2